3-(5-(3-(4-(4-methylpiperazin-1-yl)phenyl)-2-oxoimidazolidin-1-yl)-1-oxoisoindolin-2-yl)piperidine-2,6-dione CN1CCN(CC1)C1=CC=C(C=C1)N1C(N(CC1)C=1C=C2CN(C(C2=CC1)=O)C1C(NC(CC1)=O)=O)=O